BrC=1C=C(C=O)C=C(C1)OCC1=CC=C(C=C1)Cl 3-bromo-5-((4-chlorobenzyl)oxy)benzaldehyde